FC(C1=C(C=CC=C1)CCO)(F)F 2-(2-(trifluoromethyl)phenyl)ethanol